OC[C@H](C1=CC=CC=C1)NC1=NC(=NC=C1C1=NC(=NO1)C12CCN(CC1)CC2)NC2=NC=1C(C(NC(C1C=C2)=O)C)C 2-((4-(((S)-2-hydroxy-1-phenylethyl)amino)-5-(3-(quinuclidin-4-yl)-1,2,4-oxadiazol-5-yl)pyrimidin-2-yl)amino)-7,8-dimethyl-7,8-dihydro-1,6-naphthyridin-5(6H)-one